FC=1C(=NC(=NC1)NC1CCNCC1)C=1C=C(C=CC1)N1C(C=CC=C1)=O 1-(3-(5-fluoro-2-(piperidin-4-ylamino)pyrimidin-4-yl)phenyl)pyridin-2(1H)-one